[N+](=O)([O-])C=1C(N(C=CC1)CC1=NC2=C(N1)C=CC=C2C(C(C)(C)C)=O)=O 3-nitro-1-((4-pivaloyl-1H-benzo[d]imidazol-2-yl)methyl)pyridin-2(1H)-one